CN1C=NC=C1CCO 2-(1-methyl-1H-imidazol-5-yl)ethanol